fumaric acid anhydride C1(\C=C\C(=O)O1)=O